CN(CCCN(CCO)C)C N-(3-dimethylaminopropyl)-N-methylethanolamine